CC1OC2=C(OC1)C=CC=C2N2CCN(CC2)C 3-Methyl-5-(4-methylpiperazin-1-yl)-2,3-dihydro-1,4-benzodioxine